FC1=C(C(=O)OC)C=C(C=C1)CC1=NNC(C2=CC=C(C=C12)OCC(F)(F)F)=O methyl 2-fluoro-5-((4-oxo-7-(2,2,2-trifluoroethoxy)-3,4-dihydrophthalazin-1-yl)methyl)benzoate